N-[(3R,4R)-1-(8-cyanoquinoxalin-5-yl)-4-methylpyrrolidin-3-yl]-2-[(3S)-1-methylpyrrolidin-3-yl]acetamide C(#N)C=1C=CC(=C2N=CC=NC12)N1C[C@@H]([C@@H](C1)C)NC(C[C@H]1CN(CC1)C)=O